(Z)-(2-((4-((5-(4-acetamidophenyl)thiophen-2-yl)methyl)-5-oxo-4,5-dihydro-1H-1,2,4-triazol-1-yl)methyl)-3-fluoroallyl)carbamic acid tert-butyl ester C(C)(C)(C)OC(NC/C(=C/F)/CN1N=CN(C1=O)CC=1SC(=CC1)C1=CC=C(C=C1)NC(C)=O)=O